3-azidopropyl 3-O-benzyl-2-deoxy-2-phthalimido-β-D-glucopyranoside C(C1=CC=CC=C1)O[C@@H]1[C@H]([C@H](OCCCN=[N+]=[N-])O[C@@H]([C@H]1O)CO)N1C(C=2C(C1=O)=CC=CC2)=O